C(CCC(C(=O)O)CS)C(C(=O)O)CS propane-1,3-diylbis[3-mercaptopropionic acid]